2-(2,3-difluorophenyl)-N-[(3S)-9-fluoro-2-oxo-5-phenyl-1,3-dihydro-1,4-benzodiazepine-3-Yl]pyrazolo[1,5-a]pyrimidine-3-carboxamide FC1=C(C=CC=C1F)C1=NN2C(N=CC=C2)=C1C(=O)N[C@@H]1C(NC2=C(C(=N1)C1=CC=CC=C1)C=CC=C2F)=O